C1(=CC=CC=2C3=CC=CC=C3C=CC12)NS(=O)(=O)C N-(phenanthren-1-yl)methanesulfonamide